2,7-diisocyanatooctane N(=C=O)C(C)CCCCC(C)N=C=O